C(=O)O.[C@H]12CNC[C@@H]2C1C1=NC(=NO1)C1=C2N(C=3C=CC=CC13)CCC2 5-((1R,5S,6r)-3-azabicyclo[3.1.0]hexan-6-yl)-3-(2,3-dihydro-1H-pyrrolo[1,2-a]indol-9-yl)-1,2,4-oxadiazole formate